C(C1=CC=CC=C1)N1C=C(C=CC1=O)OC1=C(C=C(C=C1Cl)NC(=O)C1=NNC=C1)Cl N-(4-((1-benzyl-6-oxo-1,6-dihydropyridin-3-yl)oxy)-3,5-dichlorophenyl)-1H-pyrazole-3-carboxamide